4,4''-Bis(9,9-dimethylacridin-10(9H)-yl)-[1,1':2',1''-terphenyl]-4',5'-dicarbonitril CC1(C2=CC=CC=C2N(C=2C=CC=CC12)C1=CC=C(C=C1)C=1C(=CC(=C(C1)C#N)C#N)C1=CC=C(C=C1)N1C=2C=CC=CC2C(C2=CC=CC=C12)(C)C)C